benzyl 4-((2-aminoethoxy)methyl)piperidine-1-carboxylate NCCOCC1CCN(CC1)C(=O)OCC1=CC=CC=C1